FC(C(=O)[O-])(F)F.C1(=CC=CC=C1)CC[C@@H](/C=C/C1=NC=CC=C1)[NH3+] (S,E)-5-phenyl-1-(pyridin-2-yl)pent-1-en-3-aminium trifluoroacetate